ClC=1C=C(C=C(C1)Cl)N1CCC(CC1)S(=O)(=O)C1=CC=C(C=C1)[N+](=O)[O-] 1-(3,5-Dichlorophenyl)-4-(4-nitrophenyl)sulfonyl-piperidine